3-[4-(4-ethoxythiophen-3-yl)-1H-1,2,3-triazol-1-yl]piperidine-2,6-dione C(C)OC=1C(=CSC1)C=1N=NN(C1)C1C(NC(CC1)=O)=O